2-((trans)-4-(((8-methyl-4-oxo-3,4-dihydroquinazolin-2-yl)methyl)thio)cyclohexyl)acetamide copper [Cu].CC=1C=CC=C2C(NC(=NC12)CS[C@@H]1CC[C@H](CC1)CC(=O)N)=O